O=C1NC(CCC1N1C(C2=CC(=C(C=C2C1=O)N1CCN(CC1)CC1CCN(CC1)C1=CC=C(N=N1)C(=O)O)F)=O)=O 6-(4-((4-(2-(2,6-dioxopiperidin-3-yl)-6-fluoro-1,3-dioxoisoindolin-5-yl)piperazin-1-yl)methyl)piperidin-1-yl)pyridazine-3-carboxylic acid